(3s)-3-(2-(4-(2-(dimethylamino)ethyl)-2-oxopyridin-1(2H)-yl)-4-methylpentanamido)-3-(5-(2,6-dimethylphenyl)pyridin-3-yl)propanoic acid CN(CCC1=CC(N(C=C1)C(C(=O)N[C@@H](CC(=O)O)C=1C=NC=C(C1)C1=C(C=CC=C1C)C)CC(C)C)=O)C